2,2-dimethyl-N-(1-methylpiperidin-4-yl)-3-(2-(trifluoromethyl)phenoxy)propanamide methyl-2-((2-acetyl-4-fluorophenyl)amino)-5-fluoro-4-(trifluoromethyl)benzoate COC(C1=C(C=C(C(=C1)F)C(F)(F)F)NC1=C(C=C(C=C1)F)C(C)=O)=O.CC(C(=O)NC1CCN(CC1)C)(COC1=C(C=CC=C1)C(F)(F)F)C